FC(CN1N=CC=2C1=NC(=CN2)N2C[C@H]1[C@@H](C2)CCN1C1=NC=CC(=C1)C(F)(F)F)F [(3aR,6aR)-5-[1-(2,2-difluoroethyl)-1H-pyrazolo[3,4-b]pyrazin-6-yl]-octahydropyrrolo[2,3-c]pyrrol-1-yl]-4-(trifluoromethyl)pyridine